CN(C1=CC=C(C=N1)C1C(NC(CC1)=O)=O)C1CCN(CC1)CC1CCNCC1 3-(6-(methyl(1-(piperidin-4-ylmethyl)piperidin-4-yl)amino)pyridin-3-yl)piperidine-2,6-dione